CC1=C(C=O)C(=C(C=C1F)F)F 2-methyl-3,5,6-trifluorobenzaldehyde